4-(4-fluorophenoxy)-7-(1-(piperidin-4-yl)-1H-pyrazol-4-yl)quinazoline FC1=CC=C(OC2=NC=NC3=CC(=CC=C23)C=2C=NN(C2)C2CCNCC2)C=C1